(s,E)-2-METHYL-N-(2,2,2-TRIFLUOROETHYLIDENE)PROPANE-2-SULFINAMIDE CC(C)(C)[S@](=O)N=CC(F)(F)F